8-((3R,4R)-3-ethyl-4-(4-isopropoxyphenoxy)piperidin-1-yl)-5-methyl-6-oxo-5,6-dihydro-1,5-naphthyridine-2-carbonitrile C(C)[C@@H]1CN(CC[C@H]1OC1=CC=C(C=C1)OC(C)C)C1=CC(N(C=2C=CC(=NC12)C#N)C)=O